N-[(1S)-5-[2-(2-aminopyridin-3-yl)-5-(1,2,3-triazol-2-yl)imidazo[4,5-b]pyridin-3-yl]-2,3-dihydro-1H-inden-1-yl]-3-formyl-4-hydroxybenzamide NC1=NC=CC=C1C1=NC=2C(=NC(=CC2)N2N=CC=N2)N1C=1C=C2CC[C@@H](C2=CC1)NC(C1=CC(=C(C=C1)O)C=O)=O